S-2-((1-((2-((2-hydroxyethyl)thio)-3-mercaptopropyl)thio)-3-mercaptopropan-2-yl)thio)ethylisothiourea OCCSC(CSCC(CS)SCCSC(N)=N)CS